P(=[Se])([Se-])([O-])[O-] Diselenophosphat